F[C@H]1[C@H](C1)C(=O)NC=1N=CC2=CC(=NC=C2C1)C=1C=NC(=CC1C)C(CCC)([2H])O (1R,2R)-2-fluoro-N-(7-(6-(1-hydroxybutyl-1-d)-4-methylpyridin-3-yl)-2,6-naphthyridin-3-yl)cyclopropane-1-carboxamide